NC1=CC(=C2C(C3(CC3)CCCCC[C@@](C3=NN=C(C1=N2)O3)(C(F)(F)F)O)=O)C(F)(F)F (6R)-17-Amino-6-hydroxy-6,15-bis(trifluoromethyl)spiro[19-oxa-3,4,18-triazatricyclo[12.3.1.12,5]nonadeca-1(18),2,4,14,16-pentaene-12,1'-cyclopropane]-13-one